8-[2-(cyclopropylmethoxy)-5-methylsulfonylphenyl]-6-methyl-2-(1-methylpyrazol-4-yl)pyrido[4,3-d]pyrimidin-5-one C1(CC1)COC1=C(C=C(C=C1)S(=O)(=O)C)C1=CN(C(C2=C1N=C(N=C2)C=2C=NN(C2)C)=O)C